NC=1C(=NC=CC1C(=O)NCC(F)F)C=1C=NC=CC1 amino-N-(2,2-difluoroethyl)-[2,3'-bipyridine]-4-carboxamide